6-(5-(1-((1R,2R,3R,5R)-2-fluoro-1,5-dimethyl-8-azabicyclo[3.2.1]oct-6-en-3-yl)vinyl)pyrazin-2-yl)isoquinolin-7-ol F[C@H]1[C@]2(C=C[C@@](C[C@@H]1C(=C)C=1N=CC(=NC1)C=1C=C3C=CN=CC3=CC1O)(N2)C)C